trans-tert-butyl (4-(4-(4-((2,6-dioxopiperidin-3-yl)amino)-2-fluorophenyl)piperidin-1-yl)cyclohexyl)carbamate O=C1NC(CCC1NC1=CC(=C(C=C1)C1CCN(CC1)[C@@H]1CC[C@H](CC1)NC(OC(C)(C)C)=O)F)=O